ClC=1C=C(C=CC1)[C@@H]1[C@H](C1)C(=O)NC1=NC=NC(=C1)NCC=1N=C2N(C=C(C=C2N2C(C3CC3C2)=O)C2CC2)C1 |r| rac-(1S,2S)-2-(3-chlorophenyl)-N-(6-(((6-cyclopropyl-8-(2-oxo-3-azabicyclo[3.1.0]hexan-3-yl)imidazo[1,2-a]pyridin-2-yl)methyl)amino)pyrimidin-4-yl)cyclopropane-1-carboxamide